O=C1NC(CCC1N1C(N(C2=C1C=CC(=C2)CN2CCN(CC2)CCN2CCC(CC2)NC(OC(C)(C)C)=O)C)=O)=O Tert-butyl N-[1-[2-[4-[[1-(2,6-dioxo-3-piperidyl)-3-methyl-2-oxo-benzimidazol-5-yl]methyl]piperazin-1-yl]ethyl]-4-piperidyl]carbamate